3-(((5-amino-1,3,4-thiadiazol-2-yl)oxy)methyl)bicyclo(1.1.1)pentane-1-carboxylic acid methyl ester COC(=O)C12CC(C1)(C2)COC=2SC(=NN2)N